BrC=1C=2N(C(=NC1C1=CC=CC=C1)SC)C=C(N2)C 8-bromo-2-methyl-5-(methylthio)-7-phenylimidazo[1,2-c]pyrimidine